(3-cyclopropyl-3-((6-(1-methyl-1H-pyrazol-4-yl)pyrazolo[1,5-a]pyrazin-4-yl)oxy)cyclobutyl)-N-methylacrylamide C1(CC1)C1(CC(C1)C(C(=O)NC)=C)OC=1C=2N(C=C(N1)C=1C=NN(C1)C)N=CC2